ClC1=C(C=C2C=C(N=CC2=C1)NC(=O)[C@H]1CC12CCOCC2)[C@@H]2CC[C@@H](CC2)N2CC(C2)F (1S)-N-(7-chloro-6-(cis-4-(3-fluoroazetidin-1-yl)cyclohexyl)isoquinolin-3-yl)-6-oxaspiro[2.5]octane-1-carboxamide